2,2'-bipyridin-5-yl N1=C(C=CC(=C1)*)C1=NC=CC=C1